N1=C(SC=2N=CN=CC21)C(=O)N thiazolo[5,4-d]pyrimidine-2-carboxamide